C[C@H]1[C@@H](C[C@H]([C@@H](O1)O[C@H](C)CCCCCCCCCCCCCCCCCCCCC(=O)C)O)O The molecule is a hydroxy ketone ascaroside obtained by obtained by formal condensation of the 23-hydroxy group of (23R)-23-hydroxytetracosan-2-one with ascarylopyranose (the alpha-anomer). It is a metabolite of the nematode Caenorhabditis elegans. It has a role as a Caenorhabditis elegans metabolite. It is a hydroxy ketone ascaroside and a methyl ketone.